NC=1NC(=CC(N1)=O)C1=CC=CC=C1 2-amino-6-phenyl-1H-pyrimidin-4-one